4-(acetyloxy)-2-ethyl-3-[(3-methylimidazol-4-yl)methyl]butanoic acid C(C)(=O)OCC(C(C(=O)O)CC)CC=1N(C=NC1)C